C[Si](C1C(=C(C2=C(C(=C(C(=C12)C)C)C)C1=CC=C(C=C1)C(C)(C)C)C)C)(C1C=CC=C1)C dimethyltetramethylcyclopentadienyl-2-methyl-4-(4-tert-butylphenyl)indenyl-silane